Cl.Cl.N1=C(NC2=C1C1=CC=CC=C1C=C2)CN (3H-naphtho[1,2-d]imidazol-2-yl)methanamine dihydrochloride